3-(6-chloro-2,8-difluoro-7-(3-(methoxymethoxy)naphthalen-1-yl)quinazolin-4-yl)-3,8-diazabicyclo[3.2.1]octane-8-carboxylic acid tert-butyl ester C(C)(C)(C)OC(=O)N1C2CN(CC1CC2)C2=NC(=NC1=C(C(=C(C=C21)Cl)C2=CC(=CC1=CC=CC=C21)OCOC)F)F